(R)-tert-butyl 4-(2-(4-chlorophenyl)-2,3-dihydrobenzo[b][1,4]dioxin-5-yl)-5,6-dihydropyridine-1(2H)carboxylate ClC1=CC=C(C=C1)[C@@H]1COC2=C(O1)C=CC=C2C2=CCN(CC2)C(=O)OC(C)(C)C